P(O)(O)O.P(O)(O)O.C(CCCCCCCCCCCCCCCCC)C(O)(C(CO)(CO)CO)CCCCCCCCCCCCCCCCCC distearylpentaerythritol bisphosphite